BrC1=C(C=CC(=C1)F)[C@H]1C(=C(NC(=N1)C=1SC=C(N1)C)CN1CC2(CC2)C[C@H]1C(=O)O)C(=O)OC (S)-5-(((R)-6-(2-bromo-4-fluorophenyl)-5-(methoxycarbonyl)-2-(4-methylthiazol-2-yl)-3,6-dihydropyrimidin-4-yl)methyl)-5-azaspiro[2.4]heptane-6-carboxylic acid